(7R,14R)-11-((1-(cyclopropanecarbonyl)azetidin-3-yl)ethynyl)-1-(difluoromethoxy)-6-(methyl-d3)-6,7-dihydro-7,14-methanobenzo[f]benzo[4,5]imidazo[1,2-a][1,4]diazocin-5(14H)-one C1(CC1)C(=O)N1CC(C1)C#CC1=CC2=C(N=C3N2[C@H]2C4=C(C(N([C@@H]3C2)C([2H])([2H])[2H])=O)C=CC=C4OC(F)F)C=C1